2-(4-(benzo[d]thiazol-2-ylmethyl)piperazin-1-yl)-4-cyclopropyl-5-methylbenzonitrile S1C(=NC2=C1C=CC=C2)CN2CCN(CC2)C2=C(C#N)C=C(C(=C2)C2CC2)C